O=[Mn] ketomanganese